[N-](S(=O)(=O)C(F)(F)F)S(=O)(=O)C(F)(F)F.C(CCC)N1CC=C(C=C1)C 1-butyl-4-methylpyridine bistrifluoromethanesulfonimide salt